C(C)N1C(=N[C@H](C(=C1CN1[C@@H]2[C@H](C(C1)(F)F)CNC2)C(=O)O)C2=C(C(=CC=C2)F)C)C=2SC=CN2.N2=C(C=CC=C2)C(=O)C(N)C(=O)O 2-pyridineformylglycine ethyl-(S)-6-(((cis)-3,3-difluorohexahydropyrrolo[3,4-b]pyrrol-1(2H)-yl)methyl)-4-(3-fluoro-2-methylphenyl)-2-(thiazol-2-yl)-1,4-dihydropyrimidine-5-carboxylate